pyrazolo[1,5-a]quinoxaline-8-carboxamide N1=CC=C2N1C1=CC(=CC=C1N=C2)C(=O)N